FC1=CN=C2C(=CC(=NC2=C1)C)N[C@H](C)C1=CC(=CC=C1)F 7-fluoro-N-[(1R)-1-(3-fluorophenyl)ethyl]-2-methyl-1,5-naphthyridin-4-amine